7-ethynyl-N-isopropyl-5-(4-(trifluoromethyl)phenyl)-2-naphthamide C(#C)C1=CC(=C2C=CC(=CC2=C1)C(=O)NC(C)C)C1=CC=C(C=C1)C(F)(F)F